COC1=CC=C(C=N1)CC12CNCC(N1C1(CN=CC=C1)C=1C=CC=3N(C1)N=C1C3C=NN1)C2 6-(3-(((6-methoxypyridin-3-yl)methyl)-3,6-diazabicyclo[3.1.1]hept-6-yl)pyridin-3-yl)-1H-pyrazolo[3',4':3,4]pyrazolo[1,5-a]pyridine